3-methoxy-5-(1-(oxetan-3-yl)-1H-pyrazol-4-yl)aniline COC=1C=C(N)C=C(C1)C=1C=NN(C1)C1COC1